FC=1C(=C(C=C(C1)F)B1OC(C(O1)(C)C)(C)C)OC 2-(3,5-difluoro-2-methoxyphenyl)-4,4,5,5-tetramethyl-1,3,2-dioxaborolane